C(C1=C(N=C2N(C1=O)C1=C(N2)C=CC=C1)C(CC)CC)([2H])([2H])[2H] 3-(Methyl-d3)-2-(pentan-3-yl)benzo[4,5]imidazo[1,2-a]pyrimidin-4(10H)-one